[Na+].[Na+].OC=1C=C(C=2C=CC3=C(C=C(C=4C=CC1C2C43)S(=O)(=O)[O-])S(=O)(=O)[O-])S(=O)(=O)O 8-hydroxypyrene-1,3,6-trisulfonic acid, disodium salt